NC=1N=C2N(C=C(C=C2)C2=C(C(=CC(=C2)N)F)C)C1C(=O)[C@H]1[C@H](C1)F (2-amino-6-(5-amino-3-fluoro-2-methylphenyl)imidazo[1,2-a]pyridin-3-yl)((1s,2s)-2-fluorocyclopropyl)methanone